CN1[C@@H](CN(CC1)C(=O)OC(C)(C)C)C(=O)OC 1-Tert-butyl 3-methyl (3S)-4-methylpiperazine-1,3-dicarboxylate